N1=C(C=NC=C1C1=CC=C(C(=O)O)C=C1)C1=CC=C(C(=O)O)C=C1 4,4'-(2,6-pyrazinediyl)dibenzoic acid